C[C@H]1N(CCOC1)C=1C=C(C=2N(N1)C(=NC2)C2=CC=NN2)C2(CCCC2)C#N {2-[(3R)-3-methylmorpholin-4-yl]-7-(1H-pyrazol-5-yl)imidazo[1,5-b]pyridazin-4-yl}cyclopentane-1-carbonitrile